Cl.C1(CCCC1)NC1=NC=C(C=N1)C1=C2C=C(C(=CC2=CC2=C1C(OC2)=O)OC)OC 9-(2-(cyclopentylamino)pyrimidin-5-yl)-6,7-dimethoxynaphtho[2,3-c]furan-1(3H)-one hydrochloride